NC\C=C(\CN1N=NC2=C1C=CC=C2C=2C=C(C=CC2)S(=O)(=O)NC2CC2)/F (Z)-3-(1-(4-amino-2-fluoro-but-2-en-1-yl)-1H-benzo[d][1,2,3]triazol-4-yl)-N-cyclopropylbenzenesulfonamide